C1(CC1)C(N(C(=O)N[C@H](C(F)(F)F)CCC(F)(F)F)CC)C1=NC=C(C(=C1)C=1N=C(C=2N(C1)C=C(N2)C)OC)OC 1-(cyclopropyl(5-methoxy-4-(8-methoxy-2-methylimidazo[1,2-a]pyrazin-6-yl)pyridin-2-yl)methyl)-1-ethyl-3-((S)-1,1,1,5,5,5-hexafluoropentan-2-yl)urea